7-phenyl-2-azaspiro[3.5]nonan C1(=CC=CC=C1)C1CCC2(CNC2)CC1